C(C)(=O)OC1[C@@H](OC(C)=O)[C@@H](OC(C)=O)[C@@H](O1)COC(C)=O 1,2,3,5-tetra-O-acetyl-L-ribofuranose